N1(N=CC=C1)C1CCN(CC1)C(=O)C1=NC2=CC=C(C=C2C(=C1)C(=O)N1CCCCC1)OCC=1C=C2C=NN(C2=CC1)C (4-(1H-pyrazol-1-yl)piperidin-1-yl)(6-((1-methyl-1H-indazol-5-yl)methoxy)-4-(piperidine-1-carbonyl)quinolin-2-yl)-methanone